FC1=CC2=C(CN(CC=C2)C2=CC(=C(C(=C2)C)NC(CC(C)(C)C)=O)C)C=C1 N-(4-(7-fluoro-1,3-dihydro-2H-benzo[c]azepine-2-yl)-2,6-dimethylphenyl)-3,3-Dimethylbutanamide